CN(C1=CC=C(N=N1)C1=C(C=CC(=C1)C=1C=NN2C1CCCC2)O)C2CC(NC(C2)(C)C)(C)C 2-(6-(methyl(2,2,6,6-tetramethylpiperidin-4-yl)amino)pyridazin-3-yl)-4-(4,5,6,7-tetrahydropyrazolo[1,5-a]pyridin-3-yl)phenol